C(=O)O.CC1=CC(=NC=C1C(F)(F)F)N 4-methyl-5-(trifluoromethyl)pyridine-2-amine formate